C(#N)C1(CCN(CC1)C(=O)OC(C)(C)C)C(C)C1=CC=C(C=C1)C(F)(F)F tert-butyl 4-cyano-4-(1-(4-(trifluoromethyl)phenyl)ethyl)piperidine-1-carboxylate